O1C(NC(C1)=O)=O 1,3-oxazolidine-2,4-dione